C(CCCCCCCCCCCCCCCCC)(=O)OCCCCCCCCCCCCCCCCCC D-1-stearyl stearate